C1(CCCCC1)NCCCN 1-cyclohexylamino-3-aminopropane